N1(CCCCCC1)C1=CC=C2C(=N1)N(N=C2C(=O)NC2CCN(CC2)CC2=CC=C(C=C2)Cl)C 6-(Azepan-1-yl)-N-(1-(4-chlorobenzyl)piperidin-4-yl)-1-methyl-1H-pyrazolo[3,4-b]pyridine-3-carboxamide